O1C=NC=C1C1=CC=C(C=C1)NC(=O)C1COC2=CC=CC=C2C1 N-(4-(OXAZOL-5-YL)PHENYL)CHROMANE-3-CARBOXAMID